C(CC#C)OC1=CC=C(CS[C@]2(O[C@H]([C@@H]([C@H](C2)O)NC(CO)=O)[C@@H]([C@@H](CNC(CC2=CC(=CC=C2)Cl)=O)O)O)C(=O)O)C=C1 (2S,4S,5R,6R)-2-((4-(but-3-yn-1-yloxy)benzyl)thio)-6-((1R,2R)-3-(2-(3-chlorophenyl)acetamido)-1,2-dihydroxypropyl)-4-hydroxy-5-(2-hydroxyacetamido)tetrahydro-2H-pyran-2-carboxylic acid